2-hydroxy-N,N,N-trimethylethan-1-aminium chloride [Cl-].OCC[N+](C)(C)C